sn-glycero-3-phospho-(r-rac-glycerol) OC[C@@H](O)COP(=O)(O)OC[C@H](O)CO |&1:11|